tert-butyl 4-(4-(8-amino-1-(4-((5-fluoro-2-methoxybenzoylamino) methyl) phenyl) imidazo[1,5-a]pyrazin-3-yl) phenyl)-3,6-dihydropyridine-1(2H)-carboxylate NC=1C=2N(C=CN1)C(=NC2C2=CC=C(C=C2)CNC(C2=C(C=CC(=C2)F)OC)=O)C2=CC=C(C=C2)C=2CCN(CC2)C(=O)OC(C)(C)C